methyl 3-amino-2-(2-methylpropyl)imidazole-4-carboxylate NN1C(=NC=C1C(=O)OC)CC(C)C